C1(=CC=CC2=CC=CC=C12)N1CCC=2C(=CC(=NC2C1)C(=O)O)N1CCNCC1 7-(naphthalen-1-yl)-4-(piperazin-1-yl)-5,6,7,8-tetrahydro-1,7-naphthyridine-2-carboxylic acid